5-[(2R)-4-ethoxy-4-oxobutan-2-yl]-3,4-dihydro-1H-isoquinoline-2-carboxylic acid tert-butyl ester C(C)(C)(C)OC(=O)N1CC2=CC=CC(=C2CC1)[C@H](C)CC(=O)OCC